C1(CC1)C=1C=C(C=CC1C)C1CC2(CNC2)C1 6-(3-Cyclopropyl-4-methylphenyl)-2-azaspiro[3.3]heptan